C(C1=CC=CC=C1)N1C[C@H]2[C@@]3(NC[C@@H]([C@H]([C@@H]31)CC(C)C)C2)C(=O)NCC(C)C |o1:9,10,13,14,15| (3S*,3aS*,6R*,7R*,7aS*)-1-benzyl-N,7-diisobutyloctahydro-3aH-3,6-methanopyrrolo[3,2-b]pyridine-3a-carboxamide